C1(CC1)C1=C(C(=NO1)C1=C(C=CC=C1Cl)Cl)CO[C@H]1[C@@H]2C(N([C@H](C1)C2)C=2SC1=C(N2)C(=CC(=C1)C(=O)O)CC)=O 2-[(1S,4R,5R)-5-[[5-cyclopropyl-3-(2,6-dichlorophenyl)-1,2-oxazol-4-yl]methoxy]-3-oxo-2-azabicyclo[2.2.1]heptan-2-yl]-4-ethyl-1,3-benzothiazole-6-carboxylic acid